C(C1=CC=CC=C1)OC1=C(C=C(C=C1)B(O)O)OC 4-BENZYLOXY-3-METHOXYBENZENEBORONIC ACID